4-Aminophenyl triflate O(S(=O)(=O)C(F)(F)F)C1=CC=C(C=C1)N